(3S)-1-(7-(6-amino-4-methyl-3-(trifluoromethyl)pyridin-2-yl)-6-chloro-8-fluoro-2-(((2R,7aS)-2-fluorotetrahydro-1H-pyrrolizin-7a(5H)-yl)methoxy)quinazolin-4-yl)pyrrolidin-3-ol NC1=CC(=C(C(=N1)C1=C(C=C2C(=NC(=NC2=C1F)OC[C@]12CCCN2C[C@@H](C1)F)N1C[C@H](CC1)O)Cl)C(F)(F)F)C